Dimethyl 2,2'-Dithiodibenzoate C(C1=C(C=CC=C1)SSC1=C(C(=O)OC)C=CC=C1)(=O)OC